(S,E)-4-(2-(Dimethylamino)-3-(3-(naphthalen-1-yl)acrylamido)propyl)benzamide CN([C@@H](CC1=CC=C(C(=O)N)C=C1)CNC(\C=C\C1=CC=CC2=CC=CC=C12)=O)C